2-((2S,5R)-2-(3-chlorophenyl)-5-methyl-4-pivaloylpiperazin-1-yl)-2-oxo-N-(1H-pyrazolo[4,3-c]pyridin-7-yl)acetamide ClC=1C=C(C=CC1)[C@@H]1N(C[C@H](N(C1)C(C(C)(C)C)=O)C)C(C(=O)NC=1C2=C(C=NC1)C=NN2)=O